C(C)(C)(C)C=1C=CC=2N(C3=CC=C(C=C3C2C1)C(C)(C)C)C1=C(C=CC=C1)NC1=CC=C(C=C1)C1=CC=CC=C1 N-(2-(3,6-di-tert-butyl-9H-carbazol-9-yl)phenyl)-[1,1'-biphenyl]-4-amine